tetracyclo[6.2.1.13,1.02,7]dodec-9-en-4-ol C123C4C(C(CCC4C(C=C1)C2)O)C3